8-(4-isopropylphenyl)-2-(4-(benzyloxy)phenyl)-5,7-dimethoxy-4H-chromen-4-one C(C)(C)C1=CC=C(C=C1)C=1C(=CC(=C2C(C=C(OC12)C1=CC=C(C=C1)OCC1=CC=CC=C1)=O)OC)OC